BrC=1C(=NC(=CN1)Br)C(=O)O 3,6-dibromopyrazine-2-carboxylic acid